4-(3-(2-chloropyridin-4-yl)ureido)-N-(8-((2-(2,6-dioxopiperidin-3-yl)-1,3-dioxoisoindolin-4-yl)amino)octyl)picolinamide ClC1=NC=CC(=C1)NC(NC1=CC(=NC=C1)C(=O)NCCCCCCCCNC1=C2C(N(C(C2=CC=C1)=O)C1C(NC(CC1)=O)=O)=O)=O